C(#N)C=1C=NN2C1C(=CC(=C2)OCC(C)(C)O)C=2C=CC(=NC2)N2CCN(CC2)C(C(C2=CC=C(C=C2)F)NC(OC(C)(C)C)=O)=O tert-butyl (2-(4-(5-(3-cyano-6-(2-hydroxy-2-methylpropoxy)pyrazolo[1,5-a]pyridin-4-yl)pyridin-2-yl)piperazin-1-yl)-1-(4-fluorophenyl)-2-oxoethyl)carbamate